N-(4-(naphthalen-2-yl)phenyl)-N-(3-(4,4,5,5-tetramethyl-1,3,2-dioxaborolan-2-yl)phenyl)-biphenyl-4-amine C1=C(C=CC2=CC=CC=C12)C1=CC=C(C=C1)N(C1=CC=C(C=C1)C1=CC=CC=C1)C1=CC(=CC=C1)B1OC(C(O1)(C)C)(C)C